5-fluoropyridine-3-boronic acid FC=1C=C(C=NC1)B(O)O